FC(C)(F)C1=NC=CC(=N1)NC1=CC(=NC=C1C=1SC(=CN1)COC)NC(C)=O N-(4-((2-(1,1-difluoroethyl)pyrimidin-4-yl)amino)-5-(5-(methoxymethyl)thiazol-2-yl)pyridin-2-yl)acetamide